ClCC(=O)NC=1C=NC(=CC1)F 2-chloro-N-(6-fluoropyridin-3-yl)acetamide